Cl.ClC1=C(C=CC=C1)C1=CC(=NN1C1CCCC1)C(=O)N[C@H](CC(=O)O)CCN1CC(CCC1)(F)F (S)-3-(5-(2-chlorophenyl)-1-cyclopentyl-1H-pyrazole-3-carboxamido)-5-(3,3-difluoropiperidin-1-yl)pentanoic acid hydrochloride